(3-(trifluoromethyl)-1-oxaspiro[3.5]non-7-yl)carbamic acid tert-butyl ester C(C)(C)(C)OC(NC1CCC2(C(CO2)C(F)(F)F)CC1)=O